N-(4-((1-oxoisoindolin-2-yl)methyl)phenyl)acetamide lithium bisfluorooxalate borate B([O-])([O-])[O-].C(C(=O)F)(=O)F.[Li+].O=C1N(CC2=CC=CC=C12)CC1=CC=C(C=C1)NC(C)=O.[Li+].[Li+]